N,2-dimethyl-N-[4-methyl-2-(3-pyridyl)thiazol-5-yl]-3-methylsulfanylpropionamide CN(C(C(CSC)C)=O)C1=C(N=C(S1)C=1C=NC=CC1)C